2,7,4'-Trihydroxyisoflavanone OC1OC2=CC(=CC=C2C(C1C1=CC=C(C=C1)O)=O)O